N1=C(C=CC=C1)C1=C(NC=2C1=NC=CC2)C2=CC(=NC=C2)NC(CC=2C(=NN(C2C)C)C)=O N-[4-[3-(2-pyridyl)-1H-pyrrolo[3,2-b]pyridin-2-yl]-2-pyridyl]-2-(1,3,5-trimethylpyrazol-4-yl)acetamide